NCCNC1=CC=C(C=C1)C(C(=O)N[C@@H](C(=O)NCC1=CC=C(C=C1)O)CCCN\C(=N/C(NCCNC(CC)=O)=O)\N)C1=CC=CC=C1 (2R)-2-(2-(4-((2-aminoethyl)amino)phenyl)-2-phenylacetamido)-N-(4-hydroxybenzyl)-5-((Z)-2-((2-propionamidoethyl)carbamoyl)guanidino)pentanamide